1-(5-(2-aminoethyl)thiophen-2-yl)-2-((2-methylquinazolin-4-yl)thio)ethanone hydrochloride Cl.NCCC1=CC=C(S1)C(CSC1=NC(=NC2=CC=CC=C12)C)=O